(S)-1-(2,2-difluoroethyl)-3-(1-(6-ethoxy-5-methoxypyridin-2-yl)-2-(methylsulfonyl)ethyl)-6-(4-fluorophenyl)-7-methyl-1H-imidazo[4,5-b]pyridin-2(3H)-one FC(CN1C(N(C2=NC=C(C(=C21)C)C2=CC=C(C=C2)F)[C@H](CS(=O)(=O)C)C2=NC(=C(C=C2)OC)OCC)=O)F